FC1([C@H](C2=C(C=CC(=C2C1)O[C@@H]1C[C@H](C1)C(F)(F)F)SC(F)(F)F)O)F (1S)-2,2-difluoro-4-[trans-3-(trifluoromethyl)cyclobutoxy]-7-(trifluoromethylsulfanyl)indan-1-ol